2,4-diiodo-5-aminoisophthalic acid methyl ester COC(C1=C(C(C(=O)O)=C(C(=C1)N)I)I)=O